1'-(4-chloro-3-fluorophenyl)-1',2'-dihydrospiro[cyclopropane-1,3'-pyrrolo[3,2-b]pyridine]-5'-carbonitrile ClC1=C(C=C(C=C1)N1CC2(C3=NC(=CC=C31)C#N)CC2)F